8-(3,5-dichlorophenyl)-4-(dimethylamino)-N-[(1S)-indan-1-yl]-1,7-naphthyridine-3-carboxamide ClC=1C=C(C=C(C1)Cl)C=1N=CC=C2C(=C(C=NC12)C(=O)N[C@H]1CCC2=CC=CC=C12)N(C)C